ClC1=CC=C(C=C1)C1=C(CC(CC1)(C)C)CN1CC2N(C3=C(OC2)C=C(C=C3)C(=O)N)CC1 3-((4'-chloro-4,4-dimethyl-3,4,5,6-tetrahydro-[1,1'-biphenyl]-2-yl)methyl)-1,2,3,4,4a,5-hexahydrobenzo[b]pyrazino[1,2-d][1,4]oxazine-8-carboxamide